BrC1=C(C#N)C=CC(=C1)C(=O)N1CCC(CC1)(C)OC bromo-4-(4-methoxy-4-methyl-piperidine-1-carbonyl)benzonitrile